butyl 3-allyl-3-hydroxyazetidine-1-carboxylate C(C=C)C1(CN(C1)C(=O)OCCCC)O